Bis(dimethyl-aminomethyl-silyl)(methyl-silyl)amine C[Si](CN)(C)N([SiH2]C)[Si](C)(C)CN